BrCC=1C(=CC(=NC1)C1C(NC(CC1)=O)=O)F 3-(5-(Bromomethyl)-4-fluoropyridin-2-yl)piperidine-2,6-dione